N1=C(C=CC=C1)C#CC=1SC(=CN1)\C=N/O (Z)-2-(pyridin-2-ylethynyl)thiazole-5-carbaldehyde oxime